FC=1C=C(CN2N=C(N=C3C2=NC(N(C3=O)C)=O)C3=CC=C(C=C3)CCCN3CCN(CC3)C)C=CC1F 1-(3,4-difluorobenzyl)-6-methyl-3-(4-(3-(4-methylpiperazin-1-yl)propyl)phenyl)pyrimido[5,4-e][1,2,4]triazin-5,7(1H,6H)-dione